CCCC/C=C\\C/C=C\\CCCCCCCC(=O)SCCNC(=O)CCNC(=O)[C@@H](C(C)(C)COP(=O)([O-])OP(=O)([O-])OC[C@@H]1[C@H]([C@H]([C@@H](O1)N2C=NC3=C(N=CN=C32)N)O)OP(=O)([O-])[O-])O The molecule is a polyunsaturated fatty acyl-CoA(4-) arising from deprotonation of the phosphate and diphosphate functions of (9Z,12Z)-heptadecadienoyl-CoA; major species at pH 7.3. It is a conjugate base of a (9Z,12Z)-heptadecadienoyl-CoA.